I/C=C(/CO)\C (E)-3-iodo-2-methylpropan-2-en-1-ol